4-amino-N-[(1S,2S)-2-{3-[2-(2,6-dioxopiperidin-3-yl)-1-oxo-3H-isoindol-4-yl]prop-2-yn-1-yl}cyclohexyl]-3-methoxybenzamide NC1=C(C=C(C(=O)N[C@@H]2[C@@H](CCCC2)CC#CC2=C3CN(C(C3=CC=C2)=O)C2C(NC(CC2)=O)=O)C=C1)OC